isobutyl-1,1,3,3,3-penta-ethoxy-1,3-disilapropane Iodide [I-].C(C(C)C)[Si](C[Si](OCC)(OCC)OCC)(OCC)OCC